3-[3-[4-[[4-[(3R,5R)-5-[(5-chloro-1-methyl-6-oxo-pyridazin-4-yl)amino]-1-methyl-3-piperidyl]phenyl]methyl]-4,7-diazaspiro[2.5]octan-7-yl]phenyl]piperidine-2,6-dione ClC1=C(C=NN(C1=O)C)N[C@@H]1C[C@@H](CN(C1)C)C1=CC=C(C=C1)CN1C2(CC2)CN(CC1)C=1C=C(C=CC1)C1C(NC(CC1)=O)=O